C(C)(C)(C)OC(=O)N1CCN(CC1)C=1C=NC(=CC1)C(=O)OC 4-(6-methoxycarbonyl-3-pyridinyl)piperazine-1-carboxylic acid tert-butyl ester